(2S,3S)-2-((((9H-fluoren-9-yl)methoxy)carbonyl)amino)-3-(4-bromothiazol-2-yl)-3-(dimethylamino)propanoic acid C1=CC=CC=2C3=CC=CC=C3C(C12)COC(=O)N[C@H](C(=O)O)[C@H](N(C)C)C=1SC=C(N1)Br